C(C)N(C(OC(C)(C)C)=O)C=1C=C(C=C2C(C(NC12)=O)(N1C[C@@H](CCC1)NC(C1=CC(=C(C(=C1)F)O)F)=O)C)F tert-butyl N-ethyl-N-[5-fluoro-3-methyl-2-OXO-3-[(3R)-3-[(3,5-difluoro-4-hydroxy-benzoyl)amino]-1-piperidyl]indolin-7-yl]carbamate